[2,6-bis(1-(2,6-dimethylphenylimino)ethyl)pyridine] iron dichloride [Fe](Cl)Cl.CC1=C(C(=CC=C1)C)N=C(C)C1=NC(=CC=C1)C(C)=NC1=C(C=CC=C1C)C